C1(CC1)CS(=O)(=O)C1=CC=C(C=C1)CC(=O)NC1=CC(=C(C(=C1)Cl)C1=CC=C(C=C1)S(=O)(=O)C)Cl 2-(4-((cyclopropylmethyl)sulfonyl)phenyl)-N-(2,6-dichloro-4'-(methylsulfonyl)-[1,1'-biphenyl]-4-yl)acetamide